Cl.P(=O)(OCC1(N2CCC(C1=O)CC2)COC)(OCC2(N1CCC(C2=O)CC1)COC)OCC1(N2CCC(C1=O)CC2)COC tris((2-(methoxymethyl)-3-oxoquinuclidin-2-yl)methyl) phosphate hydrochloride